3-bromo-α-(((1,1-dimethylethyl)amino)methyl)-5-isoxazolemethanol BrC1=NOC(=C1)C(O)CNC(C)(C)C